1,4-bis(trimethylsilyl)but-1,3-diyn C[Si](C#CC#C[Si](C)(C)C)(C)C